(4-fluoro-2-(1-methoxyethyl)phenyl)ethan-1-ol FC1=CC(=C(C=C1)C(C)O)C(C)OC